8-(4-methoxycarbonylphenyl)quinoline-1-oxide COC(=O)C1=CC=C(C=C1)C=1C=CC=C2C=CC=[N+](C12)[O-]